FC1=C2CCC(C2=C(C=C1)S(=O)(=O)C)=O 4-fluoro-7-(methylsulfonyl)-2,3-dihydro-1H-inden-1-one